(4S)-isobutyl-(3S)-methyldihydrofuran-2-one C(C(C)C)[C@@]1(C(OCC1)=O)C